2,3,4,4a,6,7-hexahydro-8-oxa-3,5a,9,13c-tetraazanaphtho[3,2,1-de]anthracene-5(1H)-one C1CNCC2C(N3CCOC=4N=C5C=CC=CC5=C(C34)N12)=O